ClC1=C(C(=O)N2N=C(C(=C2SCC2=CC=C(C=C2)F)F)C2C(N(CCC2)S(=O)(=O)N2CCCC2)C(F)(F)F)C=CC=C1 3-[1-(2-chlorobenzoyl)-4-fluoro-5-{[(4-fluorophenyl)methyl]sulfanyl}-1H-pyrazol-3-yl]-1-(pyrrolidine-1-sulfonyl)-2-(trifluoromethyl)piperidine